4-(4-chlorophenyl)-6-ethyl-N-(1-methylpiperidin-3-yl)-5,6,7,8-tetrahydropyrido[3,4-d]pyridazin-1-amine ClC1=CC=C(C=C1)C=1N=NC(=C2C1CN(CC2)CC)NC2CN(CCC2)C